FC(CC)(F)C1CCC=2N1N=C(N2)C(=O)N[C@H]2COC1=C(N(C2=O)C)C=CC=C1 5-(1,1-difluoropropyl)-N-[(3S)-5-methyl-4-oxo-2,3-dihydro-1,5-benzoxazepine-3-yl]-6,7-dihydro-5H-pyrrolo[1,2-b][1,2,4]Triazole-2-carboxamide